FC1=C(C(=O)NCC23CCC(CC2)(CC3)C3=NC(=NO3)C3=NN(C(C=C3)=O)C)C=C(C(=C1F)O)F 2,3,5-trifluoro-4-hydroxy-N-({4-[3-(1-methyl-6-oxo-1,6-dihydropyridazin-3-yl)-1,2,4-oxadiazol-5-yl]bicyclo[2.2.2]octan-1-yl}methyl)benzamide